ClC=1C=C(C=CC1F)C=1N=C(C=2C=CC(=C(C2C1)N)C)N (3-chloro-4-fluorophenyl)-6-methylisoquinoline-1,5-diamine